7-Bromo-2-(2-hydroxy-propan-2-yl)quinazolin-4(3H)-one BrC1=CC=C2C(NC(=NC2=C1)C(C)(C)O)=O